15-((allyloxy)methyl)-25-azido-15-methyl-2,4,7,10,13,17,20,23-octaoxapentacosane C(C=C)OCC(COCCOCCOCCOCOC)(COCCOCCOCCN=[N+]=[N-])C